C(CCCCCCCCCCCCCCCCCCCCC)N behenylamine